C(CCCCCCC\C=C/CCCCCCCC)(=O)[O-].C1(=CC=CC=C1)[N+](=C(N)N)C1=CC=CC=C1 Diphenyl-guanidinium oleate